COC1=CC=C(OC=2C(=NC3=CC=CC=C3C2)C2=CC=CC=C2)C=C1 3-(4-methoxyphenoxy)-2-phenylquinoline